BrC=1C=C(C=CC1)N1C(=NC2=C1C=CC=C2)C=2OC=CC2 1-(3-bromophenyl)-2-(2-furyl)-1H-benzimidazole